decane-trione CC(C(C(CCCCCC)=O)=O)=O